N-(5-(5-(2-(1,1-difluoroethyl)morpholino)benzo[d]oxazol-2-yl)-8-(methylamino)-2,7-naphthyridin-3-yl)cyclopropanecarboxamide FC(C)(F)C1OCCN(C1)C=1C=CC2=C(N=C(O2)C2=C3C=C(N=CC3=C(N=C2)NC)NC(=O)C2CC2)C1